C(CC1=CC=CC=C1)C=CC1=CC=CC=C1 (2-phenethylvinyl)benzene